O=C1NC(CCC1C=1C=C(CN(C2CCN(CC2)C2=CC=C(C=C2)NC2=NC=C(C(=N2)NCC=2C(=NC=CN2)N(S(=O)(=O)C)C)C(F)(F)F)C)C=CC1)=O N-(3-(((2-((4-(4-((3-(2,6-dioxopiperidin-3-yl)benzyl)(methyl)amino)piperidin-1-yl)phenyl)amino)-5-(trifluoromethyl)pyrimidin-4-yl)amino)methyl)pyrazin-2-yl)-N-methylmethanesulfonamide